10-((2-(Allyloxy)-3-(tert-butyl)-5-methylphenyl)diethylsilyl)-5-pentyl-8-methyl-5,10-dihydroindeno[1,2-b]indole C(C=C)OC1=C(C=C(C=C1C(C)(C)C)C)[Si](C1C2=CC=CC=C2C=2N(C=3C=CC(=CC3C21)C)CCCCC)(CC)CC